FC=1C=C(C=CC1F)[C@@H](CC(=O)OC)O methyl (3R)-3-(3,4-difluorophenyl)-3-hydroxy-propanoate